(+-)-(Z)-1-(3-cycloocten-1-yl)ethanone [C@@H]1(C\C=C/CCCC1)C(C)=O |r|